[Cl-].ClCC(C[N+](C)(CC)CC)O 3-chloro-2-hydroxypropyl-N,N-diethyl-N-methylammonium chloride